ClC=1C(=C(C(=O)N(C)C)C=C(N1)N(C)C1CC1)C=O 2-Chloro-6-(cyclopropyl(methyl)amino)-3-formyl-N,N-dimethylisonicotinamide